5-[2-[5-(aminomethyl)pyrimidin-2-yl]-5-fluorophenoxy]-N,N,1-trimethylpyrazole-3-amine NCC=1C=NC(=NC1)C1=C(OC2=CC(=NN2C)N(C)C)C=C(C=C1)F